tert-butyl 3-(3-(benzyloxy)prop-1-en-2-yl)-2-((tert-butoxycarbonyl)oxy)-6-(isopropoxymethyl)benzoate C(C1=CC=CC=C1)OCC(=C)C=1C(=C(C(=O)OC(C)(C)C)C(=CC1)COC(C)C)OC(=O)OC(C)(C)C